[2-(Difluoromethyl)-1-[6-[6-(difluoromethyl)imidazo[1,2-b]pyridazin-3-yl]pyrimidin-4-yl]-3-piperidyl]imino-dimethyl-λ6-sulfanone FC(C1N(CCCC1N=S(=O)(C)C)C1=NC=NC(=C1)C1=CN=C2N1N=C(C=C2)C(F)F)F